FC(C=1C=C(C=2N(C1)C(=NN2)N([C@@H](C)C2=NC=NN2C2=CC=C(C=N2)C#N)C)C(F)(F)F)(F)F 6-[5-[(1S)-1-[[6,8-bis(trifluoromethyl)-[1,2,4]triazolo[4,3-a]pyridin-3-yl]-methyl-amino]ethyl]-1,2,4-triazol-1-yl]pyridine-3-carbonitrile